ClC1=CC=C(C=C1)C1CCN(CC1)C1=C(C=C(C=C1)[N+](=O)[O-])F 4-(4-chlorophenyl)-1-(2-fluoro-4-nitro-phenyl)piperidine